FCC1(N(CCC1)C(CNC(C1=CC=C(C=C1)OC1=CC=CC=C1)=O)=O)C(=O)N (fluoromethyl)-1-((4-phenoxybenzoyl)glycyl)pyrrolidine-2-carboxamide